C1(CC1)NC(COC1=C(C=CC(=C1)C=O)OC)=O N-CYCLOPROPYL-2-(5-FORMYL-2-METHOXYPHENOXY)ACETAMIDE